vinyl-4,4-dimethyl-2-oxazolin-5-one C(=C)C=1OC(C(N1)(C)C)=O